di(octadecyl)-3,3'-thiodipropionate C(CCCCCCCCCCCCCCCCC)OC(CCSCCC(=O)OCCCCCCCCCCCCCCCCCC)=O